(5-chloro-2-methoxyphenyl)-2-(1-oxoisoindol-2-yl)acetic acid ClC=1C=CC(=C(C1)C(C(=O)O)N1C(C2=CC=CC=C2C1)=O)OC